Butyl 3-(2,5-difluorophenyl)piperazine-1-carboxylate FC1=C(C=C(C=C1)F)C1CN(CCN1)C(=O)OCCCC